1-pyrrolidinoethan-ol N1(CCCC1)C(C)O